BrC=1C(=NNC1C(=O)N1C[C@@H](CC1)C1=CC=C(C=C1)Cl)C1=CN=NC=C1 (4-bromo-3-pyridazin-4-yl-1H-pyrazol-5-yl)-[(3S)-3-(4-chlorophenyl)pyrrolidin-1-yl]methanone